2,6-diazaspiro[3.4]octane-2-carboxamide C1N(CC12CNCC2)C(=O)N